dichloro(p-methylcumyl)ruthenium (II) Cl[Ru-](C(C)(C)C1=CC=C(C=C1)C)Cl